C(C(C)C)C(C(=O)O)(O)CC(=O)O α-Isobutylmalic acid